ClC1=CC=C2C(COCC2=C1)O 7-chloroisochroman-4-ol